C1(CCCC1)C1=NC=2N(C(=C1)N[C@H]1C[C@H](CC1)N)N=CC2 (1S,3R)-N3-(5-cyclopentylpyrazolo[1,5-a]pyrimidin-7-yl)cyclopentane-1,3-diamine